BrC1=CC=CC=2SC(=C(C21)CC2CC2)C2=NN1C(C(=CC(=C1)C(=O)OC)OC)=C2C methyl 2-(4-bromo-3-(cyclopropylmethyl) benzo[b]thiophen-2-yl)-4-methoxy-3-methylpyrazolo[1,5-a]pyridine-6-carboxylate